(5R,6S)-5,6-bis(4-bromophenyl)-4-methylmorpholin-3-one BrC1=CC=C(C=C1)[C@@H]1[C@@H](OCC(N1C)=O)C1=CC=C(C=C1)Br